N1(CCC1)C(=O)OC[C@@H]1O[C@@H]([C@H]([C@@H]([C@H]1C1N(CC1)C(=O)[O-])C1N(CC1)C(=O)[O-])NC(C(C)(C)C)=O)CCC (2r,3s,4r,5s,6r)-2-(((azetidine-1-carbonyl) oxy) methyl)-5-pivaloylamino-6-propyltetrahydro-2H-pyran-3,4-diylbis(azetidine-1-carboxylate)